CCOC(=O)CN=C(C1=CC=CC=C1)C2=CC=CC=C2 Ethyl N-(diphenylmethylene)glycinate